C(C)OC(=O)C1(C(COC2=C(C=CC=C12)Br)(F)F)C.C(C)N(C(CC1(CCCCC1)O)=O)C N-ethyl-2-(1-hydroxycyclohexyl)-N-methyl-acetamide ethyl-8-bromo-3,3-difluoro-4-methyl-chromane-4-carboxylate